1-(3-((S)-1-amino-1,3-dihydrospiro[inden-2,4'-piperidin]-1'-yl)-6-((2-amino-3-chloropyridin-4-yl)thio)pyrazin-2-yl)ethan-1-ol N[C@@H]1C2=CC=CC=C2CC12CCN(CC2)C=2C(=NC(=CN2)SC2=C(C(=NC=C2)N)Cl)C(C)O